F[C@@H]1C[C@@]2(CCCN2C1)COC=1N=C(C2=C(N1)C=CN=C2OC)O 2-(((2R,7aS)-2-fluorotetrahydro-1H-pyrrolizin-7a(5H)-yl)methoxy)-5-methoxypyrido[4,3-d]pyrimidin-4-ol